BrC=1C=C2C(=NN(C2=CC1)C(C1=CC=CC=C1)(C1=CC=CC=C1)C1=CC=CC=C1)NC(=O)[C@H]1CN(CC1)C(=O)OC(C)(C)C tert-Butyl (3R)-3-[(5-bromo-1-trityl-1H-indazol-3-yl)carbamoyl]pyrrolidine-1-carboxylate